FC=1C=C(CS(=O)(=O)N2CCN(CC2)C2=C(C=CC=C2)/C=C/C(=O)NO)C=CC1 (E)-3-(2-(4-((3-fluorobenzyl)sulfonyl)piperazin-1-yl)phenyl)-N-hydroxyacrylamide